2',5'-bis(thiophen-2-ylethynyl)-1,1':4',1''-terphenyl S1C(=CC=C1)C#CC1=C(C=C(C(=C1)C1=CC=CC=C1)C#CC=1SC=CC1)C1=CC=CC=C1